DL-aspartylfluoromethane N[C@@H](CC(=O)O)C(=O)CF |r|